C(C1CCCO1)NCCN N-Tetrahydro-furfuryl-1,2-ethandiamin